NC1=NC2=CC=C(C=C2C=C1C)C(=O)N(N(C1=NC=CC=N1)C)CC1=CC=C(C=N1)C=1C=NC(=CC1)N(C)CCN(C)C 2-amino-N-((6'-((2-(dimethylamino)ethyl)(methyl)amino)-[3,3'-bipyridyl]-6-yl)methyl)-N',3-dimethyl-N'-(pyrimidin-2-yl)quinoline-6-carbohydrazide